C(C)(=O)C1=C(C=C(C=C1)CCCCCC(C)C)C1C(OC2=C1C=C(C=C2)CCCCCC(C)C)=O 3-(2-acetyl-5-isooctyl-phenyl)-5-isooctyl-benzofuran-2-one